(5-formylpyridin-2-yl)morpholine-4-carboxamide C(=O)C=1C=CC(=NC1)C1N(CCOC1)C(=O)N